pentanoic acid amide trifluoroacetate FC(C(=O)O)(F)F.C(CCCC)(=O)N